(S)-3-(7-chloro-8-methoxy-2-(2-methoxyacetyl)-1-methyl-4-oxo-1,2,3,4-tetrahydro-5H-pyrrolo[3,4-c]quinolin-5-yl)propanamide ClC=1C(=CC=2C3=C(C(N(C2C1)CCC(=O)N)=O)CN([C@H]3C)C(COC)=O)OC